hydroxybutyl-anisol phenyl-(6-(4-((tert-butyldimethylsilyl)oxy)butoxy)pyridin-3-yl)carbamate C1(=CC=CC=C1)N(C(O)=O)C=1C=NC(=CC1)OCCCCO[Si](C)(C)C(C)(C)C.OCCCCC1=C(C=CC=C1)OC